(4S,5R)-4-amino-5-[(4-[4-[1-(2,6-dioxopiperidin-3-yl)-3-methyl-2-oxo-1,3-benzodiazol-4-yl]butyl]phenyl)meth-oxy]hexanamide hydrochloride Cl.N[C@@H](CCC(=O)N)[C@@H](C)OCC1=CC=C(C=C1)CCCCC1=CC=CC=2N(C(N(C21)C)=O)C2C(NC(CC2)=O)=O